COC1=CC=C(CNC=2C(=NN(N2)C2=NC=CC=C2)C(=O)O)C=C1 5-((4-methoxybenzyl)amino)-2-(pyridin-2-yl)-2H-1,2,3-triazole-4-carboxylic acid